3-{[(1S)-1-([3,4'-bipyridin]-5-yl)ethyl]amino}-N-[(1S,2S)-2-hydroxycyclohexyl]-4-methylbenzamide N1=CC(=CC(=C1)[C@H](C)NC=1C=C(C(=O)N[C@@H]2[C@H](CCCC2)O)C=CC1C)C1=CC=NC=C1